5-(2,4-Difluorophenyl)-N-[3-fluoro-4-[(7-methoxy-1,5-naphthyridin-4-yl)oxy]phenyl]-4-hydroxy-2-(methoxymethyl)-6-methylpyridine-3-carboxamide FC1=C(C=CC(=C1)F)C=1C(=C(C(=NC1C)COC)C(=O)NC1=CC(=C(C=C1)OC1=CC=NC2=CC(=CN=C12)OC)F)O